N1=C(C=CC=C1)COC=1C=C(C=CC1)C1=NOC(C1)C(=O)OCC Ethyl 3-{3-[(pyridin-2-yl)methoxy]phenyl}-4,5-dihydro-1,2-oxazole-5-carboxylate